4-Chlorobenzyl (S)-3-cyclopropyl-2-(2-((S)-5-oxo-1-(2,3,5-trifluorobenzyl)-pyrrolidin-2-yl)acetamido)propanoate C1(CC1)C[C@@H](C(=O)OCC1=CC=C(C=C1)Cl)NC(C[C@H]1N(C(CC1)=O)CC1=C(C(=CC(=C1)F)F)F)=O